6-(1H-imidazol-1-yl)-5-methyl-N-(pyridin-3-yl)pyridineamide N1(C=NC=C1)C1=C(C=CC(=N1)C(=O)NC=1C=NC=CC1)C